Cis-(1R,2S)-1-(2-chlorophenyl)-N2-(3,4-dimethoxyphenethyl)-N1-methylcyclohexane-1,2-diamine dihydrochloride Cl.Cl.ClC1=C(C=CC=C1)[C@]1([C@H](CCCC1)NCCC1=CC(=C(C=C1)OC)OC)NC